BrCCOC1=CC2=C(N(C(=N2)C2CC(C2)(O)C)C)C(=C1)C(F)(F)F (cis)-3-[5-(2-bromoethoxy)-1-methyl-7-(trifluoromethyl)-1H-1,3-benzimidazol-2-yl]-1-methylcyclobutanol